1,1'-hexamethylene-bis[5-(4-chlorophenyl)biguanide] ClC1=CC=C(C=C1)NC(NC(NCCCCCCNC(=N)NC(=N)NC1=CC=C(C=C1)Cl)=N)=N